N-(3-(1H-imidazol-1-yl)propyl)-5-phenylnicotinamide N1(C=NC=C1)CCCNC(C1=CN=CC(=C1)C1=CC=CC=C1)=O